2-(1-(Cyclopropylmethyl)-7-(2-methoxyphenyl)-2-(1,2,5,6-tetrahydropyridin-3-yl)-1H-indol-5-yl)(1-ethylpyrrolo[3,4-c]pyrazol-5(1H,4H,6H)-yl)methanone C1(CC1)CN1C(=CC2=CC(=CC(=C12)C1=C(C=CC=C1)OC)N1N(C2=C(C1)CN(C2)C=O)CC)C=2CNCCC2